ClCCN1CCN(CC1)C1=NN(C(=C1)C(C)C)C=1C=NC(=CC1)OC(F)(F)F 1-(2-chloroethyl)-4-[5-isopropyl-1-[6-(trifluoromethoxy)-3-pyridyl]pyrazol-3-yl]piperazine